C(C1CO1)(=O)OC methyl 2,3-epoxypropionate